Cl.N[C@@H](C(C)C)C(=O)OC1=CC=C(C=C1)\C=C\C(\O)=C/1\C(/C(/CCC1)=C/C1=CC=C(C=C1)OC([C@@H](N)C(C)C)=O)=O 4-((1E,3Z)-3-(3-((E)-4-((L-valyl)oxy)benzylidene)-2-oxocyclohexylidene)-3-hydroxyprop-1-en-1-yl)phenyl L-valinate HCl salt